Cl.FC1=CC=C(C=C1)C(N1C(CNCC1)CF)C1=CC=C(C=C1)F 1-(bis(4-fluorophenyl)methyl)-2-(fluoromethyl)piperazine HCl